(1S,2S)-2-((6-(4-((((R)-1-(2-chlorophenyl)ethoxy)carbonyl)amino)-3-methylisoxazol-5-yl)-2-methylpyridin-3-yl)carbamoyl)cyclohexane-1-carboxylic acid ClC1=C(C=CC=C1)[C@@H](C)OC(=O)NC=1C(=NOC1C1=CC=C(C(=N1)C)NC(=O)[C@@H]1[C@H](CCCC1)C(=O)O)C